5-{2-amino-[1,2,4]triazolo[1,5-a]pyridin-7-yl}-N-[(2-ethoxyphenyl)methyl]-2-methoxypyridine-3-carboxamide NC1=NN2C(C=C(C=C2)C=2C=C(C(=NC2)OC)C(=O)NCC2=C(C=CC=C2)OCC)=N1